NC=1C(=NN(C1)C)C#CC1=C(C(=CC(=C1F)OC)OC)F 4-amino-3-((2,6-difluoro-3,5-dimethoxyphenyl)ethynyl)-N-methyl-1H-pyrazole